CN(CCN(C1=CC(=C(C=C1[N+](=O)[O-])NC1=NC=C(C=N1)C#N)OC)C)C 2-((4-((2-(dimethylamino)ethyl)(methyl)amino)-2-methoxy-5-nitrophenyl)amino)pyrimidine-5-carbonitrile